[1-(pyridin-2-ylmethyl)-1H-indole-3-carbonyl]-L-alanine N1=C(C=CC=C1)CN1C=C(C2=CC=CC=C12)C(=O)N[C@@H](C)C(=O)O